2-((3-(1-(4-chloro-3-fluorophenyl)cyclopropyl)-1,2,4-oxadiazol-5-yl)methyl)acrylic acid ClC1=C(C=C(C=C1)C1(CC1)C1=NOC(=N1)CC(C(=O)O)=C)F